4-(2,4-dinitrophenoxy)aniline [N+](=O)([O-])C1=C(OC2=CC=C(N)C=C2)C=CC(=C1)[N+](=O)[O-]